2-(4-Chlorophenyl)-2-(1-cyclopropyl-ethyl)-oxirane ClC1=CC=C(C=C1)C1(OC1)C(C)C1CC1